methyl (CIS)-3-amino-2-((((CIS)-4-phenylcyclohexyl)oxy)methyl)pyrrolidine-1-carboxylate N[C@@H]1[C@@H](N(CC1)C(=O)OC)CO[C@@H]1CC[C@@H](CC1)C1=CC=CC=C1